ClC=1C=2N(C=C(C1)C[C@@H]1CC[C@H](CC1)C(=O)N1OCC[C@H]1C=1C=NC=C(C1)F)N=C(N2)C trans-[4-[(8-chloro-2-methyl-[1,2,4]triazolo[1,5-a]pyridin-6-yl)methyl]cyclohexyl]-[(3S)-3-(5-fluoropyridin-3-yl)-1,2-oxazolidin-2-yl]methanone